FC=1C(=CC2=C(C(NC=3CNC[C@@H](C23)N(C(=O)C=2NC3=CC=C(C=C3C2)F)C)=O)C1)F (R)-N-(8,9-Difluoro-6-oxo-1,2,3,4,5,6-hexahydrobenzo[c][1,7]naphthyridin-1-yl)-5-fluoro-N-methyl-1H-indole-2-carboxamide